Ethyl 7-((2-(difluoromethyl) pyridin-4-yl) carbamoyl)-5,6,7,8-tetrahydroimidazo[1,5-a]pyrazine-1-carboxylate FC(C1=NC=CC(=C1)NC(=O)N1CC=2N(CC1)C=NC2C(=O)OCC)F